OC1(CCC1)CNCC1=CC(=C2CN(C(C2=C1)=O)C1=CC=CC=C1)C(F)(F)F 6-((((1-Hydroxycyclobutyl)methyl)amino)methyl)-2-phenyl-4-(trifluoromethyl)isoindolin-1-one